tris(dimethylsilyloxy)-phenylsilane C[SiH](O[Si](C1=CC=CC=C1)(O[SiH](C)C)O[SiH](C)C)C